2-((3-cyano-4,6-di(furan-2-yl)pyridin-2-yl)thio)-2-phenylacetic acid C(#N)C=1C(=NC(=CC1C=1OC=CC1)C=1OC=CC1)SC(C(=O)O)C1=CC=CC=C1